(S)-N-((2,2-dimethyl-1,3-dioxan-4-yl)methyl)-2-((2-fluoro-4-iodophenyl)amino)-1-methyl-1H-pyrrolo[2,3-b]pyridine-3-carboxamide CC1(OCC[C@H](O1)CNC(=O)C1=C(N(C2=NC=CC=C21)C)NC2=C(C=C(C=C2)I)F)C